tetrabutylammonium trifluoromethanesulfonate Fluoromethanesulfonate FCS(=O)(=O)[O-].FC(S(=O)(=O)[O-])(F)F.C(CCC)[N+](CCCC)(CCCC)CCCC.C(CCC)[N+](CCCC)(CCCC)CCCC